C(C)(C)(C)N1C[C@H]([C@@H](CC1)OC1=NC=C(C=C1)OC(C)C)OC |r| (±)-trans-tert-butyl-4-((5-isopropoxypyridin-2-yl)oxy)-3-methoxypiperidine